C(C)OC(\C=C\C1=NN(C(=C1Br)Cl)C)=O (E)-3-(4-bromo-5-chloro-1-methyl-pyrazol-3-yl)prop-2-enoic acid ethyl ester